4-bromo-10-((2R,5R)-2,5-dimethylpiperazin-1-yl)-7,7-dimethylindolo[1,2-a]quinazolin-5(7H)-one BrC=1C=2C(N=C3N(C2C=CC1)C1=CC(=CC=C1C3(C)C)N3[C@@H](CN[C@@H](C3)C)C)=O